NC1=C(C(=CC=C1)F)C=1C(=CC2=C(N(C(N=C2N2[C@H](CN(C[C@@H]2C)C(C=C)=O)C)=O)C=2C(=NC=CC2C)C(C)C)N1)Cl (M)-7-(2-amino-6-fluorophenyl)-6-chloro-4-((2S,6S)-2,6-dimethyl-4-(2-propenoyl)-1-piperazinyl)-1-(4-methyl-2-(2-propanyl)-3-pyridinyl)pyrido[2,3-d]pyrimidin-2(1H)-one